FC1=C(C(=CC(=C1)OCCN1C[C@H](CC1)C)F)[C@H]1N([C@@H](CC2=C1NC1=CC=CC=C21)C)CC(C)(C)F (1R,3R)-1-[2,6-difluoro-4-[2-[(3S)-3-methylpyrrolidin-1-yl]ethoxy]phenyl]-2-(2-fluoro-2-methyl-propyl)-3-methyl-1,3,4,9-tetrahydropyrido[3,4-b]indole